COC1=NC(=C(N=C1OC)F)F 2,3-dimethoxy-5,6-difluoropyrazine